C1(CC1)[C@@H]([C@@H]1[C@@H]2CC[C@H](CN1)N2C(=O)OC(C)(C)C)O tert-butyl (1S,2S,5R)-2-((S)-cyclopropyl(hydroxy)methyl)-3,8-diazabicyclo[3.2.1]octane-8-carboxylate